C(C(S)CC(=O)OC)(=O)OC.C(C(S)CC(=O)OC)(=O)OC tetramethyl dithiomalate